2-[2-(2,2-dimethoxyethoxy)ethoxy]ethanol COC(COCCOCCO)OC